(2S)-2-amino-N-[3-chloro-2-(3-chloro-6-methoxy-pyridine-2-carbonyl)-4-(trifluoromethyl)phenyl]propanamide iridium Rhenium [Re].[Ir].N[C@H](C(=O)NC1=C(C(=C(C=C1)C(F)(F)F)Cl)C(=O)C1=NC(=CC=C1Cl)OC)C